3-(perfluoro-5-methylhexyl)-2-hydroxypropyl acrylate C(C=C)(=O)OCC(CC(C(C(C(C(C(F)(F)F)(C(F)(F)F)F)(F)F)(F)F)(F)F)(F)F)O